N1(CCNCC1)[C@@H]1CC[C@H](CC1)NC(OC(C)(C)C)=O trans-tert-butyl ((1r,4r)-4-(piperazin-1-yl)cyclohexyl)carbamate